C(C)(C)(C)NC(=O)C1=NC(=CC=C1OC)NC=1C=NC=C(C1)C(F)(F)F N-tert-butyl-3-methoxy-6-[[5-(trifluoromethyl)-3-pyridyl]amino]pyridine-2-carboxamide